ClC1=C(C=CC=C1)NC(=O)NC1CN(C(C1)=O)C1=CC=C(C=C1)C 1-(2-chlorophenyl)-3-[1-(4-methylphenyl)-5-oxopyrrolidin-3-yl]urea